C[C@@H](CC(=O)O)N L-3-aminobutyric acid